C(C1=CC=CC=C1)C1(CN(CC1)S(=O)(=O)C1=C(C(=CC=C1)F)F)C=1C=C2C=NN(C2=CC1C)C=1C=CC(N(C1)C)=O 5-(5-(3-benzyl-1-((2,3-difluorophenyl)sulfonyl)pyrrolidin-3-yl)-6-methyl-1H-indazol-1-yl)-1-methylpyridin-2(1H)-one